FC1=C(C=CC=2[C@@H](C3=C(SCC21)C=CS3)N3N2C(C(N1[C@H]3COCC1)=O)=CC(C=C2)=O)F (12aR)-12-[(10S)-6,7-Difluoro-5,10-dihydrothieno[3,2-c][2]benzothiepin-10-yl]-3,4,12,12a-tetrahydro-1H-[1,4]oxazino[3,4-c]pyrido[2,1-f][1,2,4]triazin-6,8-dion